1-(4-Chloro-phenyl)-3-[4-methoxy-3-(2-methyl-2H-pyrazol-3-yl)-phenyl]-urea ClC1=CC=C(C=C1)NC(=O)NC1=CC(=C(C=C1)OC)C=1N(N=CC1)C